(2S,4R)-4-fluoro-1-[2-(4-methoxyphenyl)acetyl]-N-[(S)-phenyl[4-(propan-2-yl)phenyl]methyl]pyrrolidine-2-carboxamide F[C@@H]1C[C@H](N(C1)C(CC1=CC=C(C=C1)OC)=O)C(=O)N[C@H](C1=CC=C(C=C1)C(C)C)C1=CC=CC=C1